C(#N)C1=CC(=C(OCC2=NC=C(C(=N2)O[C@@H]2C[C@@H](N(CC2)CC2=NC3=C(N2C[C@H]2OCC2)C=C(C=C3)C(=O)O)C)F)C=C1)F 2-{[(2S,4S)-4-({2-[(4-cyano-2-fluorophenoxy)methyl]-5-fluoropyrimidin-4-yl}oxy)-2-methylpiperidin-1-yl]methyl}-1-{[(2S)-oxetan-2-yl]methyl}-1H-1,3-benzodiazole-6-carboxylic acid